COC1=CC=C(C=CC(=O)OCCC(C)C)C=C1 Isoamyl p-methoxycinnamate